C1(=CC=CC=C1)[I+]C1=CC=CC=C1 diphenyl-iodanium